C(CC)C(C(=O)O)N(CCCCCCCCCC)CCCCCCCCCC propyl-N,N-didecylaminoacetic acid